3-(4-aminophenyl)tetrahydrothiophene 1,1-dioxide trifluoroacetate FC(C(=O)O)(F)F.NC1=CC=C(C=C1)C1CS(CC1)(=O)=O